3-bromo-1,2,3,3-tetrafluoropropene BrC(C(=CF)F)(F)F